(S)-5-chloro-4-(2,4-difluorophenyl)-N-(8-fluoro-5-(4-methoxybenzyl)-4-oxo-2,3,4,5-tetrahydropyrido[3,2-b][1,4]oxazepin-3-yl)pyrimidine-2-carboxamide ClC=1C(=NC(=NC1)C(=O)N[C@@H]1C(N(C2=C(OC1)C=C(C=N2)F)CC2=CC=C(C=C2)OC)=O)C2=C(C=C(C=C2)F)F